FC=1C=C2C(=NNC2=CC1OCCOC)C1=CC(=NO1)C1=CC=C(C=C1)N1N=C(C=CC1=O)C 2-(4-{5-[5-fluoro-6-(2-methoxy-ethoxy)-1H-indazol-3-yl]-isoxazol-3-yl}-phenyl)-6-methyl-2H-pyridazin-3-one